NCC1CCC(CC1)N1C2=NC(=NC=C2N=C1NC1=CC(=CC=C1)C(F)(F)F)NC(C)(C)CC 9-((1S,4S)-4-(aminomethyl)cyclohexyl)-N2-(tert-amyl)-N8-(3-(trifluoromethyl)phenyl)-9H-purine-2,8-diamine